O=C1C=C(C=2C=CC=3N(C2N1)C=C(N3)C(=O)OCC)C(C(F)(F)F)(F)F ethyl 2-oxo-4-(1,1,2,2,2-pentafluoroethyl)-1H-imidazo[1,2-a]1,8-naphthyridine-8-carboxylate